FC=1C=NNC=2C1C=CC1=C3C(C=CC23)=NN(C1)C1CCOCC1 8-fluoro-4-(tetrahydro-2H-pyran-4-yl)-5,11-dihydro-4H-3,4,10,11-tetraazadibenzo[cd,h]azulene